ClC1=CC=C(C(=N1)S(=O)(=O)N)O[C@H](C)C=1C=C(C=C2C(C(=C(OC12)C=1C=NC=2N(C1)N=CC2)C)=O)C 6-Chloro-3-[(1R)-1-(3,6-dimethyl-4-oxo-2-pyrazolo[1,5-a]pyrimidin-6-yl-chromen-8-yl)ethoxy]pyridine-2-sulfonamide